C(N)(=O)C=1C=C(OCC2CCC(CC2)C(=O)O)C=CC1C (1r,4r)-4-((3-carbamoyl-4-methylphenoxy)methyl)cyclohexane-1-carboxylic acid